CN1C(C(=CC(=C1)C(F)(F)F)NC(N)=O)=O 3-(1-methyl-2-oxo-5-(trifluoromethyl)-1,2-dihydropyridin-3-yl)urea